O=CCCC(=O)OCC=C propa-2-enyl 4-oxobutanoate